FC=1C=C(C[C@H]2C[C@H](NC2)C(=O)O)C=CC1 (2S,4S)-4-(3-fluorobenzyl)proline